NC=1C(=NC(=NC1)NC(C)(C)C)NCCCNC(OC(C)(C)C)=O tert-butyl (3-((5-amino-2-(tert-butylamino)pyrimidin-4-yl)amino)propyl)carbamate